(1S,2R)-3,3-difluoro-N1-methyl-N1-[(3S)-1-(propan-2-yl)pyrrolidin-3-yl]cyclohexane-1,2-diamine FC1([C@@H]([C@H](CCC1)N([C@@H]1CN(CC1)C(C)C)C)N)F